1,1,1,3,3,5,5,7,7,7-Decafluoro-2,4,6-tris(trifluoromethyl)-2,4,6-heptantriol FC(C(C(C(C(C(C(F)(F)F)(O)C(F)(F)F)(F)F)(O)C(F)(F)F)(F)F)(O)C(F)(F)F)(F)F